C(CC(=O)[O-])(=O)OCCOCCOCCOCCOCCOCC(C)C mono-[2-(2-{2-[2-(2-isobutoxy-ethoxy)-ethoxy]-ethoxy}-ethoxy)-ethyl] malonate